(R)-4-((2-methoxyphenyl)(phenyl)(5-phenyl-1H-pyrrol-2-yl)methyl)phenol COC1=C(C=CC=C1)[C@@](C1=CC=C(C=C1)O)(C=1NC(=CC1)C1=CC=CC=C1)C1=CC=CC=C1